3-cyano-2-(2-fluoro-6-(3-fluoro-1-methyl-1H-pyrazol-4-yl)phenyl)-N-((1r,3r)-3-hydroxy-3-methylcyclobutyl)imidazo[1,2-a]pyridine-7-carboxamide C(#N)C1=C(N=C2N1C=CC(=C2)C(=O)NC2CC(C2)(C)O)C2=C(C=CC=C2C=2C(=NN(C2)C)F)F